N(=C=O)CCC(CCCCCCCCC)N=C=O 1,3-diisocyanatododecane